3-((S)-4-cyclopropyl-2,5-dioxoimidazolidin-4-yl)-2-methylpropanoic acid C1(CC1)[C@@]1(NC(NC1=O)=O)CC(C(=O)O)C